(6-{3-[(benzyloxy)methyl]cyclobutyl}-1-methylindazol-3-yl)-1,3-diazinane-2,4-dione C(C1=CC=CC=C1)OCC1CC(C1)C1=CC=C2C(=NN(C2=C1)C)N1C(NC(CC1)=O)=O